N-((3S,4S)-3-((6-(2,6-dichloro-3,5-di-methoxyphenyl)-8-((4-(3-methoxy-pyrrolidin-1-yl)butyl)amino)pyrido[3,4-d]pyrimidin-2-yl)amino)tetrahydro-2H-pyran-4-yl)acrylamide ClC1=C(C(=C(C=C1OC)OC)Cl)C1=CC2=C(N=C(N=C2)N[C@@H]2COCC[C@@H]2NC(C=C)=O)C(=N1)NCCCCN1CC(CC1)OC